(S)-N-((R or S)-(4-chlorophenyl)(2-methylbenzo[d]thiazol-6-yl)methyl)-2-oxoimidazolidine-4-carboxamide ClC1=CC=C(C=C1)[C@@H](NC(=O)[C@H]1NC(NC1)=O)C1=CC2=C(N=C(S2)C)C=C1 |o1:7|